CC=1C=C2C(=C3C4C=CC(C3=C(C2=CC1)OC(C=C)=O)C4)O 6-methyl-9-acryloyloxy-10-hydroxy-1,4-dihydro-1,4-methanoanthracene